(S)-N1-(1-(2-(2-adamantylamino)-2-oxoethyl)-2-oxo-1,2-dihydropyridin-3-yl)-N6-methyl-5-oxo-2-(pyridazine-4-carboxamido)hexanediamide C12C(C3CC(CC(C1)C3)C2)NC(CN2C(C(=CC=C2)NC([C@H](CCC(C(=O)NC)=O)NC(=O)C2=CN=NC=C2)=O)=O)=O